4-(1H-pyrazol-1-yl)benzoyl chloride N1(N=CC=C1)C1=CC=C(C(=O)Cl)C=C1